((4-(2-(methylthio)pyrimidin-4-yl)tetrahydro-2H-pyran-4-yl)methyl)aniline CSC1=NC=CC(=N1)C1(CCOCC1)CNC1=CC=CC=C1